CC12CC3(CC(CC(C1)C3)C2)N 3-methyltricyclo[3.3.1.13,7]decane-1-amine